1-(4-((5,5-dimethyl-2,4-dioxo-3-(4-((trifluoromethyl)thio)phenyl)imidazolidin-1-yl)methyl)pyridin-2-yl)-3-(4-methoxyphenyl)urea CC1(C(N(C(N1CC1=CC(=NC=C1)NC(=O)NC1=CC=C(C=C1)OC)=O)C1=CC=C(C=C1)SC(F)(F)F)=O)C